FC=1C(=C(C=CC1)O)C=1C=C2C(=CN1)N(N=C2C2=CC(=C(C=C2)N2CCN(CC2)C)OCCCCO)S(=O)(=O)C2=CC=C(C)C=C2 3-fluoro-2-(3-(3-(4-hydroxybutoxy)-4-(4-methylpiperazin-1-yl)phenyl)-1-tosyl-1H-pyrazolo[3,4-c]pyridin-5-yl)phenol